(S)-3-(2',4'-difluoro-5-methylbiphenyl-3-yl)-3-(3-(4-hydroxy-1,6-dimethyl-2-oxo-1,2-dihydropyridin-3-yl)ureido)propionic acid FC1=C(C=CC(=C1)F)C1=CC(=CC(=C1)C)[C@H](CC(=O)O)NC(=O)NC=1C(N(C(=CC1O)C)C)=O